C1CC12NC[C@H](CC2)NC2=NC=C(C(=N2)C2=CNC=1C(N(CCCC12)C(C)C)=O)C(F)(F)F 3-(2-{[(6S)-4-azaspiro[2.5]octan-6-yl]amino}-5-(trifluoromethyl)pyrimidin-4-yl)-7-(propan-2-yl)-1H,4H,5H,6H,7H,8H-pyrrolo[2,3-c]azepin-8-one